N1N=CC2=NC=CC(=C21)N2CCC(CC2)O 1-(1H-pyrazolo[4,3-b]pyridin-7-yl)piperidin-4-ol